hydroxyl diethyl phosphate P(=O)(OO)(OCC)OCC